FC(C1=CC=CC=C1)(F)F 2-(trifluoromethyl)-benzene